N[C@H]1[C@@H](CN(CC1)C(C)(C)C)C(=O)OC |r| rac-[R*,R*]-methyl 4-amino-1-(tert-butyl)piperidine-3-carboxylate